BrC1=CC(=C2C=NNC2=C1)F 6-Bromo-4-fluoro-1H-indazole